3'-acetyl-guanosine tert-butyl-N-[2-[[4-[(6-benzyloxy-3-pyridyl)sulfonimidoyl]benzoyl]amino]-4-(4-fluorophenyl)phenyl]carbamate C(C)(C)(C)N(C(=O)OC[C@@H]1[C@]([C@H]([C@@H](O1)N1C=NC=2C(=O)NC(N)=NC12)O)(O)C(C)=O)C1=C(C=C(C=C1)C1=CC=C(C=C1)F)NC(C1=CC=C(C=C1)S(=O)(=N)C=1C=NC(=CC1)OCC1=CC=CC=C1)=O